5-(((trifluoromethyl)sulfonyl)oxy)-3,6-dihydro-2H-pyran-4-carboxylic acid ethyl ester C(C)OC(=O)C=1CCOCC1OS(=O)(=O)C(F)(F)F